C1(=CC=CC=C1)C[C@H](CC1=CNC2=CC=C(C=C12)C1=CC=CC=C1)NC(OC(C)(C)C)=O tert-butyl (R)-(1-phenyl-3-(5-phenyl-1H-indol-3-yl)propan-2-yl)carbamate